BrC=1C=C(C(=O)OC)C=C(C1CBr)C(F)F methyl 3-bromo-4-(bromomethyl)-5-(difluoromethyl)benzoate